2-[(2,4-difluorophenyl)sulfanyl]-1-(1,3-dihydro-2H-isoindol-2-yl)ethanone FC1=C(C=CC(=C1)F)SCC(=O)N1CC2=CC=CC=C2C1